C(C)C(CN1N=CC=C1)(CCC)O 1-(2-ethyl-2-hydroxypentyl)-1H-pyrazol